FC1=C(C=CC=C1)C(C)OC(=O)N[C@H](C(=O)O)CCN(CCCCC1=NC=2NCCCC2C=C1)CCOC (2S)-2-(((1-(2-fluorophenyl)ethoxy)carbonyl)amino)-4-((2-methoxyethyl)(4-(5,6,7,8-tetrahydro-1,8-naphthyridin-2-yl)butyl)amino)butanoic acid